3-(aminomethyl)-5-fluoro-N-(2-methoxyphenyl)aniline methyl-(R)-1-(3-bromo-5-chloro-2-formylphenyl)-3-((tert-butoxycarbonyl)amino)pyrrolidine-3-carboxylate COC(=O)[C@@]1(CN(CC1)C1=C(C(=CC(=C1)Cl)Br)C=O)NC(=O)OC(C)(C)C.NCC=1C=C(NC2=C(C=CC=C2)OC)C=C(C1)F